oxalic acid, Oxalate salt C(C(=O)O)(=O)O.C(C(=O)O)(=O)O